N'-[3-chloro-5-[6-(2-chloro-3-methoxy-benzoyl)-2,7-dimethyl-5,7-dihydro-4H-pyrazolo[3,4-c]pyridine-3-yl]phenyl]sulfonyl-N,N-dimethyl-formamidine ClC=1C=C(C=C(C1)C=1N(N=C2C(N(CCC21)C(C2=C(C(=CC=C2)OC)Cl)=O)C)C)S(=O)(=O)N=CN(C)C